FC(C(C(C(C(F)(F)F)(F)F)(F)F)(F)F)(CC1CO1)F 3-(perfluoro-n-pentyl)epoxypropane